(3R)-3-[(2S)-1-(tert-butoxy)-1-oxo-3-[4-(4,4,5,5-tetramethyl-1,3,2-dioxaborolan-2-yl)phenyl]propan-2-yl]pyrrolidine-1-carboxylic acid tert-butyl ester C(C)(C)(C)OC(=O)N1C[C@H](CC1)[C@@H](C(=O)OC(C)(C)C)CC1=CC=C(C=C1)B1OC(C(O1)(C)C)(C)C